FC1=C(C=CC=C1S(=O)(=O)C)NC1=NC=C(C(=N1)C1=CNC2=C(C=CC=C12)NC([C@H](C)N1CCN(CC1)C)=O)C (S)-N-(3-(2-((2-Fluoro-3-(methylsulfonyl)phenyl)amino)-5-methylpyrimidin-4-yl)-1H-indol-7-yl)-2-(4-methylpiperazin-1-yl)propanamid